C(C)(C)(C)C=1OC=C(N1)C(=O)NCC1=CC(=C(C=C1)C=1C=2N(C=C(N1)C=1C=NN(C1)C)N=CC2)F 2-(tert-butyl)-N-(3-fluoro-4-(6-(1-methyl-1H-pyrazol-4-yl)pyrazolo[1,5-a]pyrazin-4-yl)benzyl)oxazole-4-carboxamide